OCTYNOATE C(C#CCCCCC)(=O)[O-]